potassium (R)-(2-((tert-butoxycarbonyl)amino)-3-methoxypropyl)trifluoroborate C(C)(C)(C)OC(=O)N[C@H](C[B-](F)(F)F)COC.[K+]